ClC1=C2C(=C[C@@]3(CCC=4C(=NC(=NC4C3)SC)O)C2=CC=C1)C (S)-4-chloro-3-methyl-2'-(methylthio)-5',8'-dihydro-6'H-spiro[indene-1,7'-quinazolin]-4'-ol